2-[4-[[[6-[(2-chlorophenyl)methyl-cyclopropyl-amino]-5-fluoro-pyrimidin-4-yl]amino]methyl]phenyl]acetamide ClC1=C(C=CC=C1)CN(C1=C(C(=NC=N1)NCC1=CC=C(C=C1)CC(=O)N)F)C1CC1